C(=O)C1=CC(=NC(=N1)N1C=NC=C1)C(=O)NC1CCC(CC1)OCCOC 6-formyl-2-(1H-imidazol-1-yl)-N-((1r,4r)-4-(2-methoxyethoxy)cyclohexyl)pyrimidine-4-carboxamide